C(C1=CC=CC=C1)N1C2=C(NCC(C1=O)NC(C1=C(C=CC(=C1)Br)OC)=O)C=CC(=C2)F N-(1-benzyl-8-fluoro-2-oxo-2,3,4,5-tetrahydro-1H-benzo[b][1,4]diazepin-3-yl)-5-bromo-2-methoxybenzamide